C(C)C1CCC2=C(C(CO2)(C)C)C1=O 5-Ethyl-3,3-dimethyl-3,5,6,7-tetrahydrobenzofuran-4(2H)-one